ClC=1C=C2C(CCOC2=CC1)O 6-chloro-3,4-dihydro-2H-chromen-4-ol